8-(benzyloxy)chroman-6-carbaldehyde C(C1=CC=CC=C1)OC=1C=C(C=C2CCCOC12)C=O